rac-1-benzyl-3-(trifluoromethyl)piperazine C(C1=CC=CC=C1)N1C[C@@H](NCC1)C(F)(F)F |r|